C(C#CC)C1(C2=CC=CC=C2C=2C=CC=CC12)CC#CC 9,9-Bis(but-2-yn-1-yl)-9H-fluorene